(3R,5R,8R,9S,10S,13S,14S,17R)-17-((2S,3R)-3-hydroxypentan-2-yl)-10,13-dimethyl-3-(trifluoromethyl)hexadecahydro-1H-cyclopenta[a]phenanthren-3-ol O[C@@H]([C@@H](C)[C@H]1CC[C@H]2[C@@H]3CC[C@@H]4C[C@@](CC[C@@]4([C@H]3CC[C@]12C)C)(O)C(F)(F)F)CC